4-(4'-(1H-pyrazol-4-yl)-[1,1'-biphenyl]-4-yl)-1H-1,2,3-triazole-5-carboxylic acid N1N=CC(=C1)C1=CC=C(C=C1)C1=CC=C(C=C1)C=1N=NNC1C(=O)O